sodium 2,5-dimercaptothiadiazole SN1SC(=CN1)S.[Na]